N[C@@H]1CC[C@H](CC1)N(C(COC1=CC=CC=C1)=O)C1=NC=C(C=C1)C=1C=NC(=NC1)OC N-(trans-4-aminocyclohexyl)-N-(5-(2-methoxypyrimidin-5-yl)pyridin-2-yl)-2-phenoxyacetamide